C(#N)C1=NC2=CC=C(C=C2N=C1)CC(=O)O 2-(2-cyanoquinoxalin-6-yl)acetic acid